C(CCCCCCCCCCCCCCC)(=O)[O-].[Mn+2].C(CCCCCCCCCCCCCCC)(=O)[O-] manganese (II) palmitate